1-[3-(4-Bromo-2-methyl-5-trifluoromethyl-2H-pyrazol-3-yl)-4-methoxy-phenyl]-3-(4-chloro-phenyl)-urea BrC1=C(N(N=C1C(F)(F)F)C)C=1C=C(C=CC1OC)NC(=O)NC1=CC=C(C=C1)Cl